3-[2-[(E,3R)-3-Hydroxy-5-[3-[(2-propylphenyl)sulfonylamino]phenyl]pent-4-enoxy]phenyl]propanoic Acid O[C@H](CCOC1=C(C=CC=C1)CCC(=O)O)\C=C\C1=CC(=CC=C1)NS(=O)(=O)C1=C(C=CC=C1)CCC